4-{2-fluoro-4-[(1-hydroxycyclopropyl)methoxy]-3-methylphenyl}-3-methyl-4-oxobutanoic acid FC1=C(C=CC(=C1C)OCC1(CC1)O)C(C(CC(=O)O)C)=O